5-chloro-7-hydroxy-6-methoxy-8-methyl-3,4-dihydroisoquinolin-1(2H)-one ClC1=C2CCNC(C2=C(C(=C1OC)O)C)=O